NN[C@H](C(=O)O)CCC(=O)N[C@@H](CS)C(=O)NCC(=O)O aminoglutathione